FC=1C(=CC(=NC1)C(F)(F)F)NS(=O)(=O)C1=CNC(=C1)C1=CC=CC=C1 N-[5-fluoro-2-(trifluoromethyl)-4-pyridyl]-5-phenyl-1H-pyrrole-3-sulfonamide